3-methylfuran-2,5-dione CC=1C(OC(C1)=O)=O